CN(C)C(=N)N(C)C 1,3,3-tetramethylguanidine